6-[(oxan-4-yl)methoxy]benzonitrile O1CCC(CC1)COC1=CC=CC=C1C#N